BrC1=CN(CCS1)C=1C2=C(N=CN1)NC=C2 6-bromo-4-(7H-pyrrolo[2,3-d]pyrimidin-4-yl)-3,4-dihydro-2H-1,4-thiazine